4-(2-((4-fluoro-3-(methoxycarbonyl)phenyl)amino)-2-oxoethyl)piperazine-1-carboxylic acid tert-butyl ester C(C)(C)(C)OC(=O)N1CCN(CC1)CC(=O)NC1=CC(=C(C=C1)F)C(=O)OC